cyclohexane-carbonate C(O)(O)=O.C1CCCCC1